NC1=NC=CC(=C1[N+](=O)[O-])C=1C=NN(C1)C1=CC=C(C=N1)C(=O)C1CCN(CC1)S(=O)(=O)C (6-(4-(2-amino-3-nitropyridin-4-yl)-1H-pyrazol-1-yl)pyridin-3-yl)(1-(methylsulfonyl)piperidin-4-yl)methanone